ethyl rac-5-(methoxymethyl)-5-methyl-3-(((trifluoromethyl)sulfonyl)oxy)-4,5-dihydrofuran-2-carboxylate COC[C@]1(CC(=C(O1)C(=O)OCC)OS(=O)(=O)C(F)(F)F)C |r|